4-(bromodifluoromethyl)-3-(1-(3-bromophenyl)-3-methylcyclobutyl)-4H-1,2,4-triazole BrC(N1C(=NN=C1)C1(CC(C1)C)C1=CC(=CC=C1)Br)(F)F